ClC=1C=CC(=C(C1)C1=CC(=C(N=N1)SC)NCC1=C(C=C(C=C1)OC)OC)F 6-(5-chloro-2-fluorophenyl)-N-[(2,4-dimethoxyphenyl)methyl]-3-(methylsulfanyl)pyridazin-4-amine